FC(OC1=CC=C(C=C1)N1N=C(C(=C1CO)C(=O)O)C)F 1-[4-(difluoromethoxy)phenyl]-5-(hydroxymethyl)-3-methyl-pyrazole-4-carboxylic acid